4-(5-methylthiophene-3-yl)-3,6-dihydropyridine-1(2H)-carboxylic acid benzyl ester C(C1=CC=CC=C1)OC(=O)N1CCC(=CC1)C1=CSC(=C1)C